N1(CCC1)S(=O)(=O)N[C@@H]1CC[C@H](OC1)CN1CCC2(CN(C2)C2=NC=NC=C2OC2=C(C(=O)N(C(C)C)CC#N)C=C(C=C2)F)CC1 2-((4-(7-(((2S,5R)-5-(Azetidine-1-sulfonamido)tetrahydro-2H-pyran-2-yl)methyl)-2,7-diazaspiro[3.5]nonan-2-yl)pyrimidin-5-yl)oxy)-N-(cyanomethyl)-5-fluoro-N-isopropylbenzamide